3-(2-(5-(4-fluorobenzylidene)-3-phenyl-4-oxothiazolidine-2-ylidene)hydrazono)-5-chloro-1H-indol-2-one FC1=CC=C(C=C2C(N(C(S2)=NN=C2C(NC3=CC=C(C=C23)Cl)=O)C2=CC=CC=C2)=O)C=C1